3-(5-methyl-1H-pyrazol-1-yl)propionic acid CC1=CC=NN1CCC(=O)O